OC[C@@H]1N(CCNC1)C(CC1=CC=C(C=C1)NC(=O)NCC1=CC=C(C=C1)Cl)=O N-(4-{2-[(2R)-2-(hydroxymethyl)piperazinyl]-2-oxoethyl}phenyl){[(4-chlorophenyl)methyl]amino}carboxamide